CC=1[N+](=CN(C1C)C(C)C)C(C)C 4,5-dimethyl-1,3-diisopropylimidazolium